FS(C1=CC=C(C=C1)NC1CCN(CC1)S(=O)(=O)C1=CC=C(C=C1)C=1C=CC=2N(C1)C(=NN2)C(C)C)(F)(F)(F)F N-[4-(pentafluoro-λ6-sulfanyl)phenyl]-1-{4-[3-(propan-2-yl)-[1,2,4]triazolo[4,3-a]pyridin-6-yl]benzenesulfonyl}piperidin-4-amine